C(OCCC1=C(C(NC12CCN(CC2)OC)=O)C2=C(C=CC(=C2)C)C)([O-])=O 3-(2,5-dimethylphenyl)-8-methoxy-2-oxo-1,8-diazaspiro[4.5]dec-3-en-4-ylethyl carbonate